2-hexyl-capric acid chloride C(CCCCC)C(C(=O)Cl)CCCCCCCC